γ-methacryloxyaminopropyltriethoxysilane C(C(=C)C)(=O)ONCCC[Si](OCC)(OCC)OCC